(7-((2R,5R)-2-(methoxymethyl)-5-methyl-4-(1-(quinoxalin-6-yl)ethyl)piperazin-1-yl)-4-methyl-5-oxo-4,5-dihydro-2H-pyrazolo[4,3-b]pyridin-2-yl)acetonitrile COC[C@@H]1N(C[C@H](N(C1)C(C)C=1C=C2N=CC=NC2=CC1)C)C=1C=2C(N(C(C1)=O)C)=CN(N2)CC#N